bis(2-methoxyethyl)aminosulfur COCCN(CCOC)[S]